S1C(=CC=2CN(CCC21)C(=O)OC)C(=O)OC Dimethyl 6,7-dihydrothieno[3,2-c]pyridine-2,5(4H)-dicarboxylate